C(C)N(C(C1=C(C=C(C=C1)C1=CC(=C2C(=N1)C=CS2)NCCCN2CCCCC2)F)=O)CC N,N-diethyl-2-fluoro-4-(7-((3-(piperidin-1-yl)propyl)amino)thieno[3,2-b]pyridin-5-yl)benzamide